(R)-3-((S)-3-(3-aminophenyl)-1-(t-butoxy)-1-oxopropan-2-yl)pyrrolidine-1-carboxylic acid tert-butyl ester C(C)(C)(C)OC(=O)N1C[C@H](CC1)[C@@H](C(=O)OC(C)(C)C)CC1=CC(=CC=C1)N